C(C)S(=O)(=O)[O-] ethanylsulfonate